(S)-N-(2-chloro-6-fluorophenyl)-5-fluoro-4-(5-hydroxy-6-methylpyrazin-2-yl)-2-((1,1,1-trifluoropropan-2-yl)oxy)benzamide ClC1=C(C(=CC=C1)F)NC(C1=C(C=C(C(=C1)F)C1=NC(=C(N=C1)O)C)O[C@H](C(F)(F)F)C)=O